C(#N)/C(/C(=O)NC1=CC=C(C=C1)S(=O)(=O)NC1=NC=CC=N1)=C(\C=1C=NOC1C)/O (Z)-2-cyano-3-hydroxy-3-(5-methylisoxazol-4-yl)-N-[4-(pyrimidin-2-ylaminosulfonyl)phenyl]prop-2-enamide